ClC=1C(=C2C=NNC2=C(C1F)N(CC)CC)C1=CC=2N(C=C1)N=C(C2)NC(=O)C2C(C2)F N-(5-(5-chloro-7-(diethylamino)-6-fluoro-1H-indazol-4-yl)pyrazolo[1,5-a]pyridin-2-yl)-2-fluorocyclopropane-1-carboxamide